C1(=CC=CC=C1)N(C(=O)N)C1=CC=CC=C1 1,1-diphenylurea